FC1=C(C(=CC(=C1)[N+](=O)[O-])F)N1C[C@H](N([C@@H](C1)C)CC1CCN(CC1)C(=O)OCC1=CC=CC=C1)C benzyl 4-(((2R,6R)-4-(2,6-difluoro-4-nitrophenyl)-2,6-dimethylpiperazin-1-yl)methyl)piperidine-1-carboxylate